COC=1C=C2CCN(CC2=CC1NC=1N=NC(=C(N1)NC1=NC=CC=C1C)C(=O)N)C ((6-methoxy-2-methyl-1,2,3,4-tetrahydroisoquinolin-7-yl)amino)-5-((3-methylpyridin-2-yl)amino)-1,2,4-triazine-6-carboxamide